C(#C)C1=CC=C(S1)CNCCOCCO 2-(2-((5-ethynylthiophen-2-yl)methylamino)ethoxy)ethanol